NC1=C(CNC(N1)=O)C#CCO 6-amino-5-(3-hydroxyprop-1-ynyl)-1,3-dihydropyrimidine-2-one